FC=1C=CC2=C(N(N=N2)CC(=O)[C@H]2CC[C@H]3[C@@H]4CC[C@@H]5C[C@](CC[C@@]5([C@H]4CC[C@]23C)F)(C)O)C1 2-(6-fluoro-1H-benzo[d][1,2,3]triazol-1-yl)-1-((3R,5R,8S,9S,10R,13S,14S,17S)-10-fluoro-3-hydroxy-3,13-dimethylhexadecahydro-1H-cyclopenta[a]phenanthren-17-yl)ethan-1-one